C1(=CC=CC=C1)C=1C(=NC=CC1)C1=NC=CC=C1 phenylbipyridyl